6-methoxy-8-isopentenyloxy-2-[3-(trifluoromethyl)benzyl]-3,4-dihydroisoquinolin-1(2H)-one COC=1C=C2CCN(C(C2=C(C1)OCCC(=C)C)=O)CC1=CC(=CC=C1)C(F)(F)F